(R,S)-1-fluoro-2-aminocyclopropane F[C@H]1[C@H](C1)N